ClC=1C(=NC=C(C1)C(F)(F)F)O 3-chloro-5-(trifluoromethyl)pyridin-2-ol